BrC=1C=C(C2=C(N(C(=N2)C2=CC=C(C=C2)S(=O)(=O)C)C)C1)Cl 6-bromo-4-chloro-1-methyl-2-(4-(methylsulfonyl)phenyl)-1H-benzo[d]imidazole